5-((3-aminobenzyl)oxy)-2-(isoindolin-2-ylmethyl)-4H-pyran-4-one NC=1C=C(COC=2C(C=C(OC2)CN2CC3=CC=CC=C3C2)=O)C=CC1